benzyl (3S,5S)-3-amino-5-fluoro-piperidine-1-carboxylate N[C@@H]1CN(C[C@H](C1)F)C(=O)OCC1=CC=CC=C1